C1(CCCCC1)CN(C([C@@H](CCC1=CC=CC=C1)O)=O)CCN1C2CC(CC1CC2)C2=CC(=CC=C2)O (R)-N-cyclohexylmethyl-2-hydroxy-N-{2-[3-endo-(3-hydroxyphenyl)-8-aza-bicyclo[3.2.1]oct-8-yl]ethyl}-4-phenyl-butyramide